ethyl 2-(3-amino-2,6-dimethylphenyl)acetate NC=1C(=C(C(=CC1)C)CC(=O)OCC)C